C(C)(C)(C)OC(=O)N[C@H](C(=O)N1C[C@H]2[C@@H]([C@H]1C(=O)OCC)CCC2)[C@@H](C)OC2(CC2)C ethyl (3S,3aS,6aR)-2-[(2S,3R)-2-(tert-butoxycarbonylamino)-3-(1-methylcyclopropoxy)butanoyl]-3,3a,4,5,6,6a-hexahydro-1H-cyclopenta[c]pyrrole-3-carboxylate